ClC1=CC=C(C=C1)C1=C(C=CC=C1)CN1CC2N(C(C1)C2)CC=2C=C1CN(C(C1=C(C2)F)=O)C2C(NC(CC2)=O)=O 3-(5-((3-((4'-chloro-[1,1'-biphenyl]-2-yl)methyl)-3,6-diazabicyclo[3.1.1]heptane-6-yl)methyl)-7-fluoro-1-oxoisoindolin-2-yl)piperidine-2,6-dione